BrC1=CC2=C(N=CN=C2N2CC(CC2)OCCN2CCCCC2)S1 6-bromo-4-[3-[2-(1-piperidyl)ethoxy]pyrrolidin-1-yl]thieno[2,3-d]pyrimidine